CN1CC=NC(C=C1)=O 1-methyl-1,4-diazepin-5-one